2-((4-(4-chloro-5-(pyrrolidin-1-yl)pyridin-3-yl)-1H-1,2,3-triazol-1-yl)methyl)imidazo[1,2-a]pyridine-6-formaldehyde ClC1=C(C=NC=C1N1CCCC1)C=1N=NN(C1)CC=1N=C2N(C=C(C=C2)C=O)C1